ClC1=CC=C(C=C1)C#CC1=NN=C(S1)NC(C1=C(C=NC=C1)C1=C(C=CC=C1)OC)=O N-(5-((4-chlorophenyl)ethynyl)-1,3,4-thiadiazol-2-yl)-3-(2-methoxyphenyl)isonicotinamide